1-[(2-Fluorophenyl)methyl]-N-[(6S)-4-methyl-2-[2-(2-oxa-5-azabicyclo[2.2.1]heptan-5-yl)ethyl]-5-oxo-7,8-dihydro-6H-pyrazolo[1,5-a][1,3]diazepin-6-yl]-1,2,4-triazol-3-carboxamid FC1=C(C=CC=C1)CN1N=C(N=C1)C(=O)N[C@@H]1C(N(C=2N(CC1)N=C(C2)CCN2C1COC(C2)C1)C)=O